1-(2-(3-Benzoyl-5-methyl-2,4-dioxo-3,4-dihydropyrimidin-1(2H)-yl)spiro[3.5]nonan-7-yl)-3-butyl-5-(diaminomethylene)pyrimidine-2,4,6(1H,3H,5H)-trione C(C1=CC=CC=C1)(=O)N1C(N(C=C(C1=O)C)C1CC2(C1)CCC(CC2)N2C(N(C(C(C2=O)=C(N)N)=O)CCCC)=O)=O